benzyl ((1S)-(4,4-difluorocyclohexyl)(6-(((5S)-2-oxo-5-(trifluoromethyl)piperidin-3-yl)methyl)imidazo[1,2-b]pyridazin-2-yl)methyl)carbamate FC1(CCC(CC1)[C@@H](C=1N=C2N(N=C(C=C2)CC2C(NC[C@H](C2)C(F)(F)F)=O)C1)NC(OCC1=CC=CC=C1)=O)F